2-(3-Bromo-2-fluorophenyl)-1-(pyridin-2-yl)propan-1-one BrC=1C(=C(C=CC1)C(C(=O)C1=NC=CC=C1)C)F